tert-butyl N-[(3R,4R)-3-methoxypiperidin-4-yl]carbamate hemioxalate C(C(=O)O)(=O)O.CO[C@@H]1CNCC[C@H]1NC(OC(C)(C)C)=O.C(C)(C)(C)OC(N[C@H]1[C@@H](CNCC1)OC)=O